(S)-2-(4-(2-(2-oxo-4-((1-(pyridin-2-yl)ethyl)amino)-1,2-dihydroquinolin-3-yl)-1H-benzo[d]imidazol-6-yl)-1H-pyrazol-1-yl)acetic acid O=C1NC2=CC=CC=C2C(=C1C1=NC2=C(N1)C=C(C=C2)C=2C=NN(C2)CC(=O)O)N[C@@H](C)C2=NC=CC=C2